ClC=1C=CC(=C(C1)C=1N=CN(C(C1)=O)[C@H]1CCC[C@H](C(NC=2C=NN(C2C=2C=CN=C1C2)C)=O)C)C2=CC=C(C=C2)Cl (9R,13S)-13-{4-[5-chloro-2-(4-chlorophenyl)phenyl]-6-oxo-1,6-dihydropyrimidin-1-yl}-3,9-dimethyl-3,4,7,15-tetraazatricyclo[12.3.1.02,6]Octadecan-1(18),2(6),4,14,16-pentaen-8-one